3-(4-(3-(Difluoromethoxy)-5-(1H-pyrazol-4-yl)piperidin-1-yl)pyrimidin-2-yl)-6-(trifluoromethyl)imidazo[1,2-a]pyrazine FC(OC1CN(CC(C1)C=1C=NNC1)C1=NC(=NC=C1)C1=CN=C2N1C=C(N=C2)C(F)(F)F)F